(R)-2-bromo-N-(5-(2,4-difluorophenoxy)pyridin-2-yl)propanamide Br[C@@H](C(=O)NC1=NC=C(C=C1)OC1=C(C=C(C=C1)F)F)C